(Benzyloxy)-6-((7-(benzyloxy)-6-(methoxy-d3)-3,4-dihydroisoquinolin-1-yl-3,3-d2) methyl)-3-methoxybenzyl acetate C(C)(=O)OC(C1=CC(=CC=C1CC1=NC(CC2=CC(=C(C=C12)OCC1=CC=CC=C1)OC([2H])([2H])[2H])([2H])[2H])OC)OCC1=CC=CC=C1